ClC1=C(C=NC(=C1)N1N=C2C(=N1)CCCC2)COC2=CC=CC(=N2)C2=CC(=C(CC1=NC3=C(N1CCOC)C=C(C=C3)C(=O)O)C=C2F)F 2-(4-(6-((4-chloro-6-(4,5,6,7-tetrahydro-2H-benzo[d][1,2,3]triazol-2-yl)pyridin-3-yl)methoxy)pyridin-2-yl)-2,5-difluorobenzyl)-1-(2-methoxyethyl)-1H-benzo[d]imidazole-6-carboxylic acid